(2R,3R,4S,5S)-4-[[4-Cyclopropyl-3-(3,4-Difluoro-2-methoxy-phenyl)-5-methyl-5-(trifluoromethyl)tetrahydrofuran-2-carbonyl]amino]pyridin-2-carboxamid C1(CC1)[C@H]1[C@@H]([C@@H](O[C@@]1(C(F)(F)F)C)C(=O)NC1=CC(=NC=C1)C(=O)N)C1=C(C(=C(C=C1)F)F)OC